CC1=NC=C(C(=C1)C1=CC=2N(C=C1)N=C(C2)NC(=O)C2CC2)OCC2(CNC2)C2=CC=CC=C2 N-[5-[2-methyl-5-[(3-phenylazetidin-3-yl)methoxy]-4-pyridyl]pyrazolo[1,5-a]pyridin-2-yl]cyclopropanecarboxamide